aluminum octadeca-9-enylacetylacetoacetate C(CCCCCCCC=CCCCCCCCC)C(C(CC(=O)[O-])=O)C(C)=O.[Al+3].C(CCCCCCCC=CCCCCCCCC)C(C(CC(=O)[O-])=O)C(C)=O.C(CCCCCCCC=CCCCCCCCC)C(C(CC(=O)[O-])=O)C(C)=O